4-[5-(1,3-dioxolan-2-yl)pyridin-2-yl]-6-methyl-2,3-dihydro-1H-indole O1C(OCC1)C=1C=CC(=NC1)C1=C2CCNC2=CC(=C1)C